N-(4-methoxybenzyl)-N-methylpyridine-3-sulfonamide COC1=CC=C(CN(S(=O)(=O)C=2C=NC=CC2)C)C=C1